C(C1=CC=CC=C1)C1=C(C(NC2=CC=C(C=C12)Cl)=O)C1=NNC(C1)C1=CC=C(C=C1)C1=CC=C(C=C1)OC 4-benzyl-6-chloro-3-[5-[4-(4-methoxyphenyl)phenyl]-4,5-dihydro-1H-pyrazol-3-yl]-1H-quinolin-2-one